COC=1C=CC(=NC1)COC=1C=C2C(=NC1)OC(=N2)C=2C=CC(=NC2)C(=O)NC 5-{6-[(5-methoxypyridin-2-yl)methoxy]-[1,3]oxazolo[5,4-b]pyridin-2-yl}-N-methylpyridin-2-carboxamide